NCC=1C=C(C=CC1)C1=CC=CC2=C1C(=CO2)COC2=C(C=CC=C2)CC(=O)OCC ethyl 2-(2-((4-(3-(aminomethyl)phenyl)benzofuran-3-yl)methoxy)phenyl)acetate